C(C)OC(=O)C1=C(N=C(S1)C(=S)NC(\C=C\C1=CC(=C(C=C1)O)OC)=O)C (E)-N-[(5-ethoxycarbonyl-4-methylthiazol-2-yl)carbothioyl]-3-(4-hydroxy-3-methoxyphenyl)acrylamide